1,1'-((2,2'-dichloro-[1,1'-biphenyl]-3,3'-diyl)bis(2-methoxypyridine-6,3-diyl))bis(ethan-1-amine) ClC1=C(C=CC=C1C1=CC=C(C(=N1)OC)C(C)N)C1=C(C(=CC=C1)C1=CC=C(C(=N1)OC)C(C)N)Cl